Methyl 5-chloro-2-((1-oxo-3,4-dihydro-2,7-naphthyridin-2(1H)-yl)methyl)benzofuran-7-carboxylate ClC=1C=C(C2=C(C=C(O2)CN2C(C3=CN=CC=C3CC2)=O)C1)C(=O)OC